2'-(6-amino-5-{[1-phenylethyl]sulfanyl}pyridin-3-yl)-N-ethyl-5',6'-dihydrospiro[pyrrolidine-3,4'-pyrrolo[1,2-b]pyrazole]-1-carboxamide NC1=C(C=C(C=N1)C=1C=C2N(N1)CCC21CN(CC1)C(=O)NCC)SC(C)C1=CC=CC=C1